COC(CC(C=1C=C(C2=C(CCO2)C1)O)C1CC1)=O 3-cyclopropyl-3-(7-hydroxy-2,3-dihydrobenzofuran-5-yl)propionic acid methyl ester